O1C(=CC=C1)C1=NC2=C(N1C#CC=1SC=CC1)C=CC=C2 2-(2-furyl)-1-(2-thienylethynyl)-1H-benzimidazole